1-methyl-6-(((2s,4s,6s)-6-(5-methyl-1-(4-(trifluoromethyl)phenyl)-1H-pyrazole-4-carboxamido)spiro[3.3]hept-2-yl)oxy)-1H-pyrazolo[3,4-b]pyridine-5-carboxamide CN1N=CC=2C1=NC(=C(C2)C(=O)N)OC2CC1(C2)CC(C1)NC(=O)C=1C=NN(C1C)C1=CC=C(C=C1)C(F)(F)F